ClC=1C=C2C=NNC2=C(C1)C1(C[C@@H]2[C@@H](CN(C2)S(=O)(=O)C2=CC=CC=C2)C1)O (3ar,5r,6as)-5-(5-chloro-1H-indazol-7-yl)-2-(benzenesulfonyl)octahydrocyclopenta[c]pyrrol-5-ol